Cl.BrC1=C(C(=C(C=C1)O)Br)Br tribromophenol, hydrochloride